ClC=1N=C(N(C1)CC1=NC=CC=C1)C1=NC=CC(=C1)C=1OC(=NN1)C(F)F 2-{4-chloro-1-[(pyridin-2-yl)methyl]-1H-imidazol-2-yl}-4-[5-(difluoromethyl)-1,3,4-oxadiazol-2-yl]pyridine